N-butyl-aminopropyltriethoxysilane C(CCC)NCCC[Si](OCC)(OCC)OCC